4-amino-3-nitraminooxadiazole ammonium salt [NH4+].NC=1N(NOC1)N[N+](=O)[O-]